Cl.FC(C=1C=C(C=CC1)C1(CCNCC1)O)(F)F 4-[3-(trifluoromethyl)phenyl]piperidin-4-ol hydrochloride